(3-hydroxypyrrolidin-1-yl)(5-(4-(2-phenylimidazo[1,2-a]pyridine-3-carbonyl)piperazin-1-yl)pyrazin-2-yl)methanone OC1CN(CC1)C(=O)C1=NC=C(N=C1)N1CCN(CC1)C(=O)C1=C(N=C2N1C=CC=C2)C2=CC=CC=C2